SC(CC(=O)OCC(COC(CC(C)S)=O)(COC(CC(C)S)=O)COC(CC(C)S)=O)C pentaerythritol tetrakis(3-mercaptobutanate)